C(C)S(=O)(=O)C1=CC=C(CNC(=O)C2=CC3=C(N(C(=N3)CC3CCC(CC3)C(F)(F)F)C(C)C)C=C2)C=C1 N-(4-(ethylsulfonyl)benzyl)-1-isopropyl-2-((4-(trifluoromethyl)cyclohexyl)methyl)-1H-benzo[d]imidazole-5-carboxamide